BrC1=C(O[C@H]2[C@H](CC2)NS(=O)C(C)(C)C)C=CC=C1F N-((1s,2r)-2-(2-bromo-3-fluorophenoxy)cyclobutyl)-2-methylpropane-2-sulfinamide